CC1=CC=C(C=C1)S(=O)(=O)N1C(=NC2=C1C=C(C=C2OC(C(C)(C)C)=O)C(=O)N(C)C)C 1-(4-methylbenzenesulfonyl)-N,N,2-trimethyl-4-pivaloyloxy-1H-benzo[d]imidazole-6-carboxamide